undecadiene CCCCCCC/C=C/C=C